F[C@H]1CCNC1 (3S,4S)-4-fluoropyrrolidine